N1([C@H]2[C@@H](NCC1)COC2)C(=O)OCC2=CC=C(C=C2)Cl 4-Chlorobenzyl (4aR,7aS)-hexahydrofuro[3,4-b]pyrazine-1(2H)-carboxylate